5-[4-[(2-isopropylbenzoyl)amino]phenyl]-1H-naphtho[1,2-b][1,4]diazepine C(C)(C)C1=C(C(=O)NC2=CC=C(C=C2)N2C3=C(NCC=C2)C2=CC=CC=C2C=C3)C=CC=C1